C(=C)CC(=O)O.BrC1=C(C=C(C=C1)C(F)(F)F)C(F)(F)F 1-bromo-2,4-bis(trifluoromethyl)benzene vinyl-acetate